3-Amino-3-[(2-oxo-2-propoxyethyl)carbamoyl]propanoic acid NC(CC(=O)O)C(NCC(OCCC)=O)=O